2,5-dimethyl-2-octenoic acid CC(C(=O)O)=CCC(CCC)C